FC=1C(=CC(=C(C(=O)NC2=C(C=CC=C2C)OC)C1)O[C@H](C(F)(F)F)C)N1N=C2COCCCN2C1=O 5-fluoro-N-(2-methoxy-6-methylphenyl)-4-(3-oxo-6,7-dihydro-3H,5H-[1,2,4]triazolo[3,4-c][1,4]oxazepin-2(9H)-yl)-2-{[(2S)-1,1,1-trifluoropropan-2-yl]oxy}benzamide